2-iodo-5,6-diphenylpyrazine IC1=NC(=C(N=C1)C1=CC=CC=C1)C1=CC=CC=C1